ethylamino ethyl sulfone C(C)S(=O)(=O)NCC